2,6-di-tert-butyl-4-methylphenylmethylene-2,5-cyclohexadiene C(C)(C)(C)C1=C(C(=CC(=C1)C)C(C)(C)C)C=C1C=CCC=C1